ClC1=C(C=CC(=C1)Cl)C1=C(C=CC=C1)C(C)(C)O 2-(2',4'-dichloro-[1,1'-biphenyl]-2-yl)propan-2-ol